3,8-diazabicyclo[3.2.1]oct-6-en C12CNCC(C=C1)N2